1-bromo-3-methoxy-2-(3-methylbut-1-ynyl)benzene [3-chloro-2-[3-[2-[1-(2-chloroacetyl)-4-piperidyl]thiazol-4-yl]-4,5-dihydroisoxazol-5-yl]phenyl]methanesulfonate ClC=1C(=C(C=CC1)CS(=O)(=O)O)C1CC(=NO1)C=1N=C(SC1)C1CCN(CC1)C(CCl)=O.BrC1=C(C(=CC=C1)OC)C#CC(C)C